ClC=1C(=NC=CC1C1=C2CCC[C@@H](C2=CC=C1)OC1=C(C=C(C(=N1)OC)CNC)C(F)(F)F)C1=CC(=C(C=C1)CNC)OC (S)-1-(6-((5-(3-chloro-2-(3-methoxy-4-((methylamino)methyl)phenyl)pyridin-4-yl)-1,2,3,4-tetrahydronaphthalen-1-yl)oxy)-2-methoxy-5-(trifluoromethyl)pyridin-3-yl)-N-methylmethanamine